(2S,4R)-2-formylamino-4-((3-fluorophenyl)sulfonylamino)pyrrolidine-1-carboxylic acid tert-butyl ester C(C)(C)(C)OC(=O)N1[C@@H](C[C@H](C1)NS(=O)(=O)C1=CC(=CC=C1)F)NC=O